1,6-bis(glycidoxy)naphthalene C(C1CO1)OC1=CC=CC2=CC(=CC=C12)OCC1CO1